(S)-N-[(S)-cyclobutyl-(4-fluorophenyl)methyl]-2-methyl-propane-2-sulfinamide C1(CCC1)[C@H](N[S@@](=O)C(C)(C)C)C1=CC=C(C=C1)F